methyl 2-[(2S,4R)-1-tert-butoxycarbonyl-4-[tert-butyl (dimethyl) silyl] oxy-pyrrolidin-2-yl]-4-iodo-1H-imidazole-5-carboxylate C(C)(C)(C)OC(=O)N1[C@@H](C[C@H](C1)O[Si](C)(C)C(C)(C)C)C=1NC(=C(N1)I)C(=O)OC